9,10-difluoro-6-({[(3S)-1-(6-aminopyridin-3-yl)hexahydropyridin-3-yl][(2-methoxypyridin-4-yl)methyl]amino}methyl)-3-(prop-2-yl)-3,7-dihydro-2H-[1,4]oxazino[2,3,4-ij]quinolin-7-one FC=1C=C2C(C(=CN3C2=C(C1F)OCC3C(C)C)CN(CC3=CC(=NC=C3)OC)[C@@H]3CN(CCC3)C=3C=NC(=CC3)N)=O